1-[2-(trifluoromethyl)-1-(2-trimethylsilylethoxymethyl)imidazol-4-yl]Ethylamine FC(C=1N(C=C(N1)C(C)N)COCC[Si](C)(C)C)(F)F